5-(2-fluoro-2,3-dihydro-1H-inden-4-yl)-6-methoxy-1H-pyrazolo[4,3-b]pyridine FC1CC2=CC=CC(=C2C1)C1=C(C=C2C(=N1)C=NN2)OC